ClC1=CC=C(C(=N1)C(=O)O)N[C@H](C)C1=CC(=CN2C(C=3CC[C@@H]4COCCN4C3N=C12)=O)F 6-chloro-3-[[(1R)-1-[(7R)-14-fluoro-11-oxo-5-oxa-2,12,18-triazatetracyclo[8.8.0.02,7.012,17]octadeca-1(10),13,15,17-tetraen-16-yl]ethyl]amino]pyridine-2-carboxylic acid